5-oct-3-enyloxolan-2-one C(CC=CCCCC)C1CCC(O1)=O